1-(9Z,12Z-heptadecadienoyl)-2-tetradecanoyl-glycero-3-phospho-(1'-sn-glycerol) CCCCCCCCCCCCCC(=O)O[C@H](COC(=O)CCCCCCC/C=C\C/C=C\CCCC)COP(=O)(O)OC[C@H](CO)O